ClC1=C(C(=O)NC2=NC(=CC=C2)C=2N3C(=NN2)CC[C@@H]3C)C=CC(=N1)C(F)(F)F (S)-2-chloro-N-(6-(5-methyl-6,7-dihydro-5H-pyrrolo[2,1-c][1,2,4]triazol-3-yl)pyridin-2-yl)-6-(trifluoromethyl)nicotinamide